FC1(OC2=C(O1)C=CC(=C2)C2(CC2)C(=O)NC2=CC=C(C(=N2)C=2C=C(C(=O)NCCCCNC(OC(C)(C)C)=O)C=CC2)C)F tert-butyl (4-(3-(6-(1-(2,2-difluorobenzo[d][1,3]dioxol-5-yl)cyclopropane-1-carboxamido)-3-methylpyridin-2-yl)benzamido)butyl)carbamate